F[C@@H]1CN(CC[C@@H]1NC1=NN2C(C(=N1)OC)=C(C=C2)C=2C=CC1=C(N(N=N1)C[C@H](C)F)C2)C(C)=O 1-((3R,4S)-3-fluoro-4-((5-(1-((S)-2-fluoropropyl)-1H-benzo[d][1,2,3]triazol-6-yl)-4-methoxypyrrolo[2,1-f][1,2,4]triazin-2-yl)amino)piperidin-1-yl)ethan-1-one